OC=1C=C(C=CC1)C=1C=C(N(C1)C1=CSC=C1)C(=O)C1=CC(=C(C(=C1)OC)OC)OC [4-(3-hydroxyphenyl)-1-(thiophen-3-yl)-1H-pyrrol-2-yl](3,4,5-trimethoxyphenyl)methanone